8-bromo-2-(methylsulfanyl)-N-[(5-phenyl-4H-1,2,4-triazol-3-yl)methyl]pyrazolo[1,5-a][1,3,5]triazin-4-amine BrC=1C=NN2C1N=C(N=C2NCC2=NN=C(N2)C2=CC=CC=C2)SC